C12=CC=C([NH+]1[Se-])C=C1C=CC(=N1)C=C1C=CC(N1)=CC=1C=CC(N1)=C2 Porphyrin-selenide